BrC=1C(=NC(=NC1)NC=1C(=NN(C1)C1CCN(CC1)C)C)NCCCN1CCOCCC1=O 4-(3-((5-Bromo-2-((3-methyl-1-(1-methylpiperidin-4-yl)-1H-pyrazol-4-yl)amino)pyrimidin-4-yl)amino)propyl)-1,4-oxazepan-5-on